tert-butyl ((4-((2-((7-azabicyclo[2.2.1]heptan-7-yl)methyl)-6-fluorobenzyl)amino)-2,3-difluorophenyl)sulfonyl)(thiazol-4-yl)carbamate C12CCC(CC1)N2CC2=C(CNC1=C(C(=C(C=C1)S(=O)(=O)N(C(OC(C)(C)C)=O)C=1N=CSC1)F)F)C(=CC=C2)F